C(C)(C)(C)N(C(O)=O)[C@H](C(=O)N1CCN(CC1)CC(C)(C)F)COC.N[C@H](C(=O)N1CCN(CC1)CC(C)(C)F)COC (S)-2-amino-1-(4-(2-fluoro-2-methylpropyl)piperazin-1-yl)-3-methoxypropan-1-one Tert-butyl-(S)-(1-(4-(2-fluoro-2-methylpropyl)piperazin-1-yl)-3-methoxy-1-oxopropan-2-yl)carbamate